N-{[3-(acetoxymethoxy)-4-methoxypyridin-2-yl]carbonyl}-L-alanine (2S,3S)-3-(2-fluoro-4-methylphenyl)-4-methylpentane-2-yl ester FC1=C(C=CC(=C1)C)[C@@H]([C@H](C)OC([C@@H](NC(=O)C1=NC=CC(=C1OCOC(C)=O)OC)C)=O)C(C)C